tert-butyl N-[(1S)-1-[2-(6-oxo-1H-pyridazin-3-yl)-1,2,4-triazol-3-yl]ethyl]carbamate O=C1C=CC(=NN1)N1N=CN=C1[C@H](C)NC(OC(C)(C)C)=O